C(C)C1=NN(C2=NC(=NC(=C21)NCCC(C)C)C2=CC=C(C(=O)OC)C=C2)C methyl 4-(3-ethyl-4-(isopentylamino)-1-methyl-1H-pyrazolo[3,4-d]pyrimidin-6-yl)benzoate